(4-methylphenyl)[4-(2-methylpropyl)phenyl]-Iodonium hexafluorophosphate F[P-](F)(F)(F)(F)F.CC1=CC=C(C=C1)[I+]C1=CC=C(C=C1)CC(C)C